2-((3-chloro-4-fluorophenyl)(5-methyl-4-(methylsulfonyl)-1H-imidazol-2-yl)methyl)-5-(trifluoromethyl)thiazole ClC=1C=C(C=CC1F)C(C=1SC(=CN1)C(F)(F)F)C=1NC(=C(N1)S(=O)(=O)C)C